CN1CCN(CC1)S(=O)(=O)C1=CC=C(C=C1)[N+](=O)[O-] 1-methyl-4-((4-nitrophenyl)sulfonyl)piperazine